di(methylhexyl) phthalate C(C=1C(C(=O)OC(CCCCC)C)=CC=CC1)(=O)OC(CCCCC)C